triisopropoxytitanium(IV) C(C)(C)O[Ti+](OC(C)C)OC(C)C